6-(3-isopropyl-5-(1-methylpiperidin-3-yl)-1H-indol-2-yl)-8-methoxy-[1,2,4]triazolo[1,5-a]pyridine C(C)(C)C1=C(NC2=CC=C(C=C12)C1CN(CCC1)C)C=1C=C(C=2N(C1)N=CN2)OC